2-[bis{3,4-bis(mercaptomethylthio)-6-mercapto-2,5-dithiahexylthio}methyl]-1,3-dithiolane SCSC(SCSC(C1SCCS1)SCSC(C(SCS)SCS)SCS)C(SCS)SCS